trans-4-[[6-(1-methylcyclopropoxy)pyrrolo[3,2-b]pyridin-1-yl]methyl]cyclohexanecarboxylic acid CC1(CC1)OC=1C=C2C(=NC1)C=CN2C[C@@H]2CC[C@H](CC2)C(=O)O